6-((phenylamino)methylene)thieno[3,2-b]pyridine-5,7(4H,6H)-dione C1(=CC=CC=C1)NC=C1C(C2=C(NC1=O)C=CS2)=O